FC(C(/C=C/[C@H]1CC[C@H]2[C@@H]1CCC1=C(O2)C=C(C=C1)C(=O)NS(=O)(=O)C)O)(C1=CC=CC=C1)F (1R,3aS,10aR)-1-[(1E,3ξ)-4,4-difluoro-3-hydroxy-4-phenyl-1-buten-1-yl]-N-(methylsulfonyl)-2,3,3a,9,10,10a-hexahydro-1H-benzo[b]cyclopenta[f]oxepin-6-carboxamide